Cl.NC1CCC(CC1)C(=O)N[C@H](C(F)(F)F)C1=CC=C(C=C1)Br (S)-4-amino-N-(1-(4-bromophenyl)-2,2,2-trifluoroethyl)cyclohexane-1-carboxamide hydrochloride